COC(CNC([C@@H](NC(=O)OC(C)(C)C)CC1CCCCC1)=O)=O N-(tert-butoxycarbonyl)-3-cyclohexyl-L-alanylglycine methyl ester